ClC1=CC=C(C=N1)CN1C(C=CC=C1)=NC(C(F)F)=O N-[1-[(6-chloro-3-pyridyl)methyl]-2-pyridinylidene]-2,2-difluoroacetamide